5-((2,4-dimethoxybenzyl)amino)-3-(6-azaspiro[2.5]octan-6-yl)picolinamide COC1=C(CNC=2C=C(C(=NC2)C(=O)N)N2CCC3(CC3)CC2)C=CC(=C1)OC